C1CCN2CCC[C@H]([C@H]12)N |r| [rac-(8R,8aS)-indolizidin-8-yl]amine